ClC=1C=C2C(=NC(=NC2=C(C1C1=C(C=CC2=C1NC(=N2)C)C)F)N2CC(C2)N(C)C)N2C[C@H](N(C[C@@H]2C)C(C=C)=O)C 1-((2R,5S)-4-(6-chloro-7-(2,6-dimethyl-1H-benzo[d]imidazol-7-yl)-2-(3-(dimethylamino)azetidin-1-yl)-8-fluoroquinazolin-4-yl)-2,5-dimethylpiperazin-1-yl)prop-2-en-1-one